N-(4-fluoro-3-((5-(3-fluoro-5-(2,2,2-trifluoroethoxy)phenyl)-2-((1-methyl-1H-pyrazol-4-yl)amino)pyrimidin-4-yl)amino)phenyl)acrylamide FC1=C(C=C(C=C1)NC(C=C)=O)NC1=NC(=NC=C1C1=CC(=CC(=C1)OCC(F)(F)F)F)NC=1C=NN(C1)C